[Si](C)(C)(C(C)(C)C)OCCSC=1N=NC(=CC1NC1=CC(=NC=C1)NC(CCN1CCN(CC1)C)=O)C1=C(C=CC(=C1)Cl)F N-(4-{[3-({2-[(tert-butyldimethylsilyl)oxy]ethyl}sulfanyl)-6-(5-chloro-2-fluorophenyl)pyridazin-4-yl]amino}pyridin-2-yl)-3-(4-methylpiperazin-1-yl)propanamide